(1S,5S)-N-(4-(1-cyclopropyl-3-phenyl-1H-pyrazol-4-yl)-7-methoxypyrido[3,2-d]pyrimidin-6-yl)-3-methyl-3-azabicyclo[3.1.0]hexane-1-carboxamide C1(CC1)N1N=C(C(=C1)C=1C2=C(N=CN1)C=C(C(=N2)NC(=O)[C@@]21CN(C[C@H]1C2)C)OC)C2=CC=CC=C2